FC(OC1=C(C=C(C=C1)OC1=CN=NC=C1)C1=NN(C=C1NC(=O)C=1C=NN2C1N=CC=C2)C)F N-[3-[2-(difluoromethoxy)-5-pyridazin-4-yloxy-phenyl]-1-methyl-pyrazol-4-yl]pyrazolo[1,5-a]pyrimidine-3-carboxamide